(1S,3S)-3-((2-methyl-6-(1-methyl-5-((((((R)-3-methylbutan-2-yl)oxy)carbonyl)amino)methyl)-1H-1,2,3-triazol-4-yl)pyridin-3-yl)oxy)cyclohexane-1-carboxylic acid CC1=NC(=CC=C1O[C@@H]1C[C@H](CCC1)C(=O)O)C=1N=NN(C1CNC(=O)O[C@H](C)C(C)C)C